ClC1=CC(=C(C=C1)C1=NC(=CC=2N=C(N(C(C21)=O)C)C)N2C[C@@H](OCC2)C=2C=NN(C2)CC)F 5-(4-chloro-2-fluoro-phenyl)-7-((2S)-2-(1-ethyl-1H-pyrazol-4-yl)-4-morpholinyl)-2,3-dimethylpyrido[4,3-d]-pyrimidin-4(3H)-one